CC1CC(CC(C1)(C)C)OC(=O)C2=CC=CC=C2C(=O)OC3CC(CC(C3)(C)C)C bis(3,5-trimethylcyclohexyl) phthalate